(1-methylpiperidin-4-yl)methanone CN1CCC(CC1)C=O